(R)-2-(methoxymethoxy)-2'-methyl-1,1'-binaphthalene COCOC1=C(C2=CC=CC=C2C=C1)C1=C(C=CC2=CC=CC=C12)C